Benzyl-dimethylstearylammonium C(C1=CC=CC=C1)[N+](CCCCCCCCCCCCCCCCCC)(C)C